(R)-4-((1S,6R)-5-((S)-2-(4-chlorophenyl)-3-(isopropylamino)propionyl)-2,5-diazabicyclo[4.1.0]heptan-2-yl)-5-methyl-5,8-dihydropyrido[2,3-d]-pyrimidin ClC1=CC=C(C=C1)[C@H](C(=O)N1CCN([C@H]2C[C@@H]12)C=1C2=C(N=CN1)NC=C[C@H]2C)CNC(C)C